(S)-1-((3-oxo-2-(3-((R)-1,1,2-trifluoro-1-(4-methyl-4H-1,2,4-triazol-3-yl)propan-2-yl)phenyl)-7-(trifluoromethyl)isoindolin-5-yl)methyl)pyrrolidine-3-carbonitrile O=C1N(CC2=C(C=C(C=C12)CN1C[C@H](CC1)C#N)C(F)(F)F)C1=CC(=CC=C1)[C@@](C(C1=NN=CN1C)(F)F)(C)F